5-amino-7-(3-cyanophenyl)-N-ethyl-8-(1-isopropyl-1H-pyrazol-5-yl)imidazo[1,2-c]pyrimidine-2-carboxamide NC1=NC(=C(C=2N1C=C(N2)C(=O)NCC)C2=CC=NN2C(C)C)C2=CC(=CC=C2)C#N